5-(dimethylamino)-3-((3-(((2S)-1-(2-((E)-4-(dimethylamino)-N-methylbut-2-enamido)propanamido)propan-2-yl)oxy)-5-fluorophenyl)amino)-6-ethylpyrazine-2-carboxamide CN(C=1N=C(C(=NC1CC)C(=O)N)NC1=CC(=CC(=C1)F)O[C@H](CNC(C(C)N(C(\C=C\CN(C)C)=O)C)=O)C)C